CC1(CN(CC1)C=1C2=C(N=CN1)SC(=C2)C=2C(NC(NC2)=O)=O)C 5-[4-(3,3-Dimethylpyrrolidin-1-yl)thieno[2,3-d]pyrimidin-6-yl]-1H-pyrimidine-2,4-dione